FC=1C=CC2=C(C(N(S2)C2=CC=CC=C2)=O)C1 5-fluoro-2-phenylbenzo[d]isothiazol-3(2H)-one